ethyl 2-(3-(5-(3-methoxypropoxy) pyrimidin-2-yl) phenyl)-2-methylpropionate COCCCOC=1C=NC(=NC1)C=1C=C(C=CC1)C(C(=O)OCC)(C)C